aminodiphenylmethylzirconium N[Zr]C(C1=CC=CC=C1)C1=CC=CC=C1